5-((2-(1H-pyrazol-1-yl)phenyl)amino)-N-cyclopropyl-7-(methylamino)pyrazolo[1,5-a]pyrimidine-3-carboxamide N1(N=CC=C1)C1=C(C=CC=C1)NC1=NC=2N(C(=C1)NC)N=CC2C(=O)NC2CC2